N-[3-(4-Fluorophenyl)oxetan-3-yl]-2',3'-dihydrospiro[cyclopropane-1,1'-indene]-2-carboxamide FC1=CC=C(C=C1)C1(COC1)NC(=O)C1CC12CCC1=CC=CC=C21